C(C)C1=C(C(=O)OC)C=CC(=C1)NC=1C=2N(C=CN1)C(=CN2)C=2C(=NNC2)C(F)(F)F Methyl 2-ethyl-4-((3-(3-(trifluoromethyl)-1H-pyrazol-4-yl)imidazo[1,2-a]pyrazin-8-yl)amino)benzoate